1-cyclobutyl-N-[2-(2,6-dioxopiperidin-3-yl)-1-oxo-3H-isoindol-5-yl]indazole-5-carboxamide C1(CCC1)N1N=CC2=CC(=CC=C12)C(=O)NC=1C=C2CN(C(C2=CC1)=O)C1C(NC(CC1)=O)=O